C(C(C)C)C1=C(C2C(C(C1(CC2)C)C(=O)O)C(=O)O)CC(C)C diisobutyl-1-methyl-bicyclo[2.2.2]oct-5-ene-2,3-dicarboxylic acid